(S)-1-(6-chloro-7-cyclopropyl-8-methoxy-1-methyl-1,3-dihydro-2H-pyrrolo[3,4-c]quinolin-2-yl)-2-hydroxyethan-1-one ClC1=C(C(=CC=2C3=C(C=NC12)CN([C@H]3C)C(CO)=O)OC)C3CC3